C(C)C1=CC=C(C=C1)OC(CCC(F)F)=O 4,4-difluorobutanoic acid 4-ethylphenyl ester